2-((3-chloro-4-fluorophenyl)(isopropoxy)methyl)-4-(methylsulfonyl)-1H-imidazole ClC=1C=C(C=CC1F)C(C=1NC=C(N1)S(=O)(=O)C)OC(C)C